C(C)(=O)N1CCC(CC1)C=1C=C(C=CC1)C1N(CC(CC1)C)C(C(=O)NC=1C=C(C(=NC1)NC(OC(C)(C)C)=O)C)=O tert-butyl N-[5-[[2-[2-[3-(1-acetyl-4-piperidyl)phenyl]-5-methyl-1-piperidyl]-2-oxo-acetyl]amino]-3-methyl-2-pyridyl]carbamate